3-(Triethoxysilylmethyl)-1,3-oxazolidin C(C)O[Si](OCC)(OCC)CN1COCC1